(R)-(5-bromo-2-((1-(5-(methylamino)nicotinoyl)piperidin-3-yl)amino)-3-nitrophenyl)(4-methylpiperazin-1-yl)methanone BrC=1C=C(C(=C(C1)C(=O)N1CCN(CC1)C)N[C@H]1CN(CCC1)C(C1=CN=CC(=C1)NC)=O)[N+](=O)[O-]